C1=C(C=CC2=CC=CC=C12)OCCCCCC(C(=O)O)=C 5-(naphthalen-2-yloxy)pentylacrylic acid